N1CC(C1)CC1=CC=C(S1)[C@H]1N([C@@H](CC2=C1NC1=CC=CC=C21)C)CC(C)(C)F (1S,3R)-1-(5-(Azetidin-3-ylmethyl)thiophen-2-yl)-2-(2-fluoro-2-methylpropyl)-3-methyl-2,3,4,9-tetrahydro-1H-pyrido[3,4-b]indole